C1(CC1)C=1N=NN(C1)[C@H](C(=O)O)C(C)C (S)-2-(4-cyclopropyl-1H-1,2,3-triazol-1-yl)-3-methylbutanoic acid